2-((4-(4-methylpiperazin-1-yl)phenyl)amino)-8-((tetrahydrofuran-2-yl)methyl)-5-((triisopropylsilyl)ethynyl)pyrido[2,3-d]pyrimidin-7(8H)-one CN1CCN(CC1)C1=CC=C(C=C1)NC=1N=CC2=C(N1)N(C(C=C2C#C[Si](C(C)C)(C(C)C)C(C)C)=O)CC2OCCC2